NCC1N(C(C2(C3=CC=NC=C13)CC2)=O)C2=C(C(=CC(=C2F)OC)OC)F (aminomethyl)-2'-(2,6-difluoro-3,5-dimethoxyphenyl)-1'h-spiro[cyclopropane-1,4'-[2,7]naphthyridine]-3'(2'h)-one